2,2'-(ethylenedioxy)diethylamine C(COCCOCCN)N